N1N=C(C=C1)C1=CC=C(CNC(=O)C=2N=C(SC2)C#C)C=C1 N-(4-(1H-Pyrazol-3-yl)benzyl)-2-ethynylthiazole-4-carboxamide